C(C)(C)(C)OC(=O)N1C[C@H](CC1)C(C)=O (S)-3-acetylpyrrolidine-1-carboxylic acid tert-butyl ester